C(CCCCCCC\C=C/C\C=C/CCCCC)C(C(=O)OC)C(=O)OC Dimethyl 2-((9Z,12Z)-octadeca-9,12-dien-1-yl)malonate